dimethyl-decyl-ammonium ethyl-4-fluoro-3-oxoquinuclidine-2-carboxylate hydrochloride Potassium tert-pentoxide CCC(C)(C)[O-].[K].Cl.C(C)OC(=O)C1N2CCC(C1=O)(CC2)F.C[NH+](CCCCCCCCCC)C